OCCCN(\N=C\C1=CC(=C(C=C1)O)OC)C1=NS(C2=C1C=C(C=C2)OC)(=O)=O 4-[(E)-[3-hydroxypropyl-(5-methoxy-1,1-dioxo-1,2-benzothiazol-3-yl)hydrazono]methyl]-2-methoxy-phenol